3-(6-azaspiro[2.5]oct-6-yl)-5-((2-hydroxy-1,1-dimethylethyl)amino)-N-(6-(4-morpholinyl)-2-pyridinyl)-2-pyrazinecarboxamide C1CC12CCN(CC2)C=2C(=NC=C(N2)NC(CO)(C)C)C(=O)NC2=NC(=CC=C2)N2CCOCC2